C(C)(C)N1C(=NN2C(C1=O)=NC=C2)C=2C=NN(C2)CCNC(OC(C)(C)C)=O tert-Butyl (2-(4-(3-isopropyl-4-oxo-3,4-dihydroimidazo[2,1-f][1,2,4]triazin-2-yl)-1H-pyrazol-1-yl)ethyl)carbamate